C(C)(C)(C)OC(N[C@@H]1C[C@H](CC1)N(\C(=N\O)\N)CC1=CC=C(C=C1)OC)=O ((1S,3S)-3-((E)-2-hydroxy-1-(4-methoxybenzyl)guanidino)cyclopentyl)carbamic acid tert-butyl ester